(S)-2-(chloromethyl)-1-(oxetan-2-ylmethyl)-1H-benzo[d]imidazole-6-carbonitrile ClCC1=NC2=C(N1C[C@H]1OCC1)C=C(C=C2)C#N